OC1=C(C=C(C(=C1)C(=O)O)O)NC(=O)C=1C=C(C(=O)NC2=CC(=C(C(=O)O)C=C2O)O)C=C(C1)O 4-(3-(2,5-dihydroxy-4-carboxyphenylcarbamoyl)-5-hydroxybenzamido)-2,5-dihydroxybenzoic acid